ClC=1C(=NC(=NC1)NC1CCOCC1)C1=CC=C2CN(C(C2=C1)=O)CC(N1CCC2=C(CC1)C=CC=C2)=O 6-{5-chloro-2-[(oxacyclohex-4-yl)amino]pyrimidin-4-yl}-2-[2-oxo-2-(2,3,4,5-tetrahydro-1H-3-benzazepin-3-yl)ethyl]-2,3-dihydro-1H-isoindol-1-one